O1[C@H](COCC1)CNC1=C(C=C(C=C1)S(=O)(=O)N)[N+](=O)[O-] (S)-4-(((1,4-dioxan-2-yl)methyl)amino)-3-nitrobenzenesulfonamide